N-ethyl-5,6-dihydroxyindole-2-carboxylic acid C(C)N1C(=CC2=CC(=C(C=C12)O)O)C(=O)O